ClC=1N=C(C2=C(N1)C=NN2C2OCCCC2)Cl 5,7-dichloro-1-tetrahydropyran-2-yl-pyrazolo[4,3-d]pyrimidine